CC1=C(C2=C(S1)C(=CC=C2)C)CCNC2=CC(=NC=N2)C2=CC1=C(C=CO1)C=C2 6-{6-[2-(2,7-Dimethyl-benzo[b]thiophen-3-yl)-ethylamino]-pyrimidin-4-yl}-benzofuran